BrC=1C=C2C(=NC1)NC=C2C(C2=C(C(=CC=C2F)NS(N(C)CC)(=O)=O)Cl)=O 5-bromo-3-[2-chloro-3-[[ethyl(methyl)sulfamoyl]amino]-6-fluoro-benzoyl]-1H-pyrrolo[2,3-b]pyridine